ClC1=NC(=NC(=C1)C1C(C1(C)C)(C)C)N=CN(C)C N'-[4-chloro-6-(2,2,3,3-tetramethylcyclopropyl)pyrimidin-2-yl]-N,N-dimethyl-formamidine